BrC=1C=C(C=NC1)N1N=CC=2C(NCCC21)=O 1-(5-bromopyridin-3-yl)-1,5,6,7-tetrahydro-4H-pyrazolo[4,3-c]pyridin-4-one